C1(=CC=CC=C1)C1=C(N=C2N1COC1=C2C=NC=C1)C1=CC=C(CN2CCC(CC2)OC2=NC(=NC=C2)C#N)C=C1 4-((1-(4-(3-Phenyl-5H-imidazo[1,2-c]pyrido[3,4-e][1,3]oxazin-2-yl)benzyl)piperidin-4-yl)oxy)pyrimidine-2-carbonitrile